Methyl 2-(N-(((2S,5R)-5-((tert-butoxycarbonyl)amino)tetrahydro-2H-pyran-2-yl)methyl)sulfamoyl)acetate C(C)(C)(C)OC(=O)N[C@@H]1CC[C@H](OC1)CNS(=O)(=O)CC(=O)OC